N(=[N+]=[N-])C1=C(COC(=O)NCCCC(C(=O)OC2COC(C2O)N2C3=NC=NC(=C3N=C2)N)NC(=O)OC(C)(C)C)C=CC=C1 5-(6-amino-9H-purin-9-yl)-4-hydroxytetrahydrofuran-3-yl 5-((((2-azidobenzyl)oxy)carbonyl)amino)-2-((tert-butoxycarbonyl)amino)pentanoate